C1(=CC=C(C=C1)C=1N=C(C2=C(N1)CCC2)NCC2=CC=C(C=C2)C=2N(C=C(N2)C(F)(F)F)C)C2=CC=CC=C2 2-([1,1'-biphenyl]-4-yl)-N-(4-(1-methyl-4-(trifluoromethyl)-1H-imidazol-2-yl)benzyl)-6,7-dihydro-5H-cyclopenta[d]pyrimidin-4-amine